C(C)N(S(=O)(=O)C=1SC=C(C1)N1CCOCC1)C(C(F)(F)F)C1=CC=C(C=C1)F N-ethyl-4-morpholino-N-(2,2,2-trifluoro-1-(4-fluorophenyl)ethyl)thiophene-2-sulfonamide